6-((4-hydroxy-1-((R)-3-phenylbutyryl)piperidin-4-yl)methyl)-2-methyl-3-(1-(methylamino)-2,3-dihydro-1H-inden-5-yl)-2,6-dihydro-7H-pyrazolo[4,3-d]pyrimidin-7-one OC1(CCN(CC1)C(C[C@@H](C)C1=CC=CC=C1)=O)CN1C=NC=2C(C1=O)=NN(C2C=2C=C1CCC(C1=CC2)NC)C